F\C=C/1\[C@](CN(CC1)C)(C)COC=1N=CC2=C(N1)C=CN=C2 2-(((S,E)-4-(fluoromethylene)-1,3-dimethylpiperidin-3-yl)methoxy)pyrido[4,3-d]pyrimidine